(S)-2-(3-(3,4-difluorophenoxy)pyrrolidin-1-yl)-N-(3-(2-((1,5-dimethyl-1H-pyrazol-3-yl)amino)-5-methylpyrimidin-4-yl)-1H-indol-7-yl)acetamide FC=1C=C(O[C@@H]2CN(CC2)CC(=O)NC=2C=CC=C3C(=CNC23)C2=NC(=NC=C2C)NC2=NN(C(=C2)C)C)C=CC1F